5-((2-n-butyl-1,4-diazepan-1-yl)sulfonyl)isoquinolin-1-ol C(CCC)C1N(CCCNC1)S(=O)(=O)C1=C2C=CN=C(C2=CC=C1)O